BrC1=CC=2NC(C=3N(C2N=C1)C(=CC3F)C)=O 3-Bromo-7-fluoro-9-methylpyrido[3,2-e]pyrrolo[1,2-a]pyrazin-6(5H)-one